C(C(C)C)NC(=O)OC(C1=CC=CC=C1)=O (isobutylcarbamoyl)benzoate